methyl-3-ethyl-benzeneOne CC1C(C=CC=C1CC)=O